6-(7,8-dihydro-5H-1,6-naphthyridin-6-yl)-5-methyl-N-(4-quinolylmethyl)pyridine-3-carboxamide N1=CC=CC=2CN(CCC12)C1=C(C=C(C=N1)C(=O)NCC1=CC=NC2=CC=CC=C12)C